C1C(CC2=CC=CC=C12)NP(C1=CC=C(C=C1)[Si](CCC)(CCC)CCC)C1=CC=C(C=C1)[Si](CCC)(CCC)CCC N-(2,3-dihydro-1H-inden-2-yl)-1,1-bis(4-(tripropylsilyl)phenyl)phosphanamine